3-amino-5-(trifluoromethyl)thieno[2,3-b]pyridine-2-carboxylic acid methyl ester COC(=O)C1=C(C=2C(=NC=C(C2)C(F)(F)F)S1)N